tert-butyl (3R)-3-(4-bromo-2-methyl-pyrazol-3-yl)oxypiperidine-1-carboxylate BrC1=C(N(N=C1)C)O[C@H]1CN(CCC1)C(=O)OC(C)(C)C